4-{4-[7-(4-cyano-3-trifluoromethylphenyl)-8-oxo-6-thioxo-5,7-diaza-spiro[3.4]oct-5-yl]phenyl}butyric acid C(#N)C1=C(C=C(C=C1)N1C(N(C2(CCC2)C1=O)C1=CC=C(C=C1)CCCC(=O)O)=S)C(F)(F)F